2-(2,6-dioxopiperidin-3-yl)-5-(5-((1-(2-(4-(1,2-diphenylbut-1-en-1-yl)phenoxy)ethyl)piperidin-4-yl)methyl)-2,5-diazabicyclo[2.2.1]heptan-2-yl)-6-fluoroisoindoline-1,3-dione O=C1NC(CCC1N1C(C2=CC(=C(C=C2C1=O)N1C2CN(C(C1)C2)CC2CCN(CC2)CCOC2=CC=C(C=C2)C(=C(CC)C2=CC=CC=C2)C2=CC=CC=C2)F)=O)=O